1,3-dihydrospiro[indene-2,4'-piperidine]-1-amine dihydrochloride Cl.Cl.N1CCC2(CC1)C(C1=CC=CC=C1C2)N